C1[C@@H]([C@H](O[C@H]1N2C=NC3=C(N=CN=C32)N)COP(=S)(O)OP(=O)(O)OP(=O)(O)O)O deoxyadenosine 5'-(α-thio)triphosphate